FC(C(=O)O)(F)F.FC(C(=O)NC=1C=NC=C(C1)OC)(F)F 2,2,2-Trifluoro-N-(5-methoxypyridin-3-yl)acetamide, trifluoroacetic acid salt